2-(4-bromo-1-(difluoromethyl)-1H-pyrazol-3-yl)-4-chloro-6-cyclopropoxy-3-fluorobenzonitrile BrC=1C(=NN(C1)C(F)F)C1=C(C#N)C(=CC(=C1F)Cl)OC1CC1